ClC=1C=C(\C=C/2\C(C3=CC(=CC=C3C2)O)=O)C=CC1Cl (E)-2-(3,4-dichlorobenzylidene)-6-hydroxy-2,3-dihydro-1H-inden-1-one